Methyl-(2-pyridin-3-yl-imidazo[1,2-a]pyridin-7-yl)-amine CNC1=CC=2N(C=C1)C=C(N2)C=2C=NC=CC2